BrC1=CC2=C(C=3N(CCC2NC2=C(C=CC=C2)CC(=O)N(C)C)N=NC3C)C=C1 2-(2-((9-bromo-1-methyl-6,7-dihydro-5H-benzo[c][1,2,3]triazolo[1,5-a]azepin-7-yl)amino)phenyl)-N,N-dimethylacetamide